C(C)(C)=O iso-propanal